FC1=C(OC=2N=CC(=NC2)NC([C@H](C)N2CC(N(CC2)C(=O)C2CC3=C(N(N=N3)COCC[Si](C)(C)C)CC2)(C)C)=O)C=CC(=C1)F (2S)-N-(5-(2,4-difluorophenoxy)pyrazin-2-yl)-2-(3,3-dimethyl-4-(1-((2-(trimethylsilyl)ethoxy)methyl)-4,5,6,7-tetrahydro-1H-benzo[d][1,2,3]triazole-5-carbonyl)piperazin-1-yl)propanamide